BrC=1C=C(C=C(C1)Br)NC(=O)C1=NC2=C(N1)C=CC(=C2)C N-(3,5-dibromophenyl)-5-methyl-1H-benzo[d]imidazole-2-carboxamide